methyl 4-[[(2R,3S,4S,5S)-3-(3,4-difluoro-2-methoxy-phenyl)-5-isopropyl-4-methyl-tetrahydrofuran-2-carbonyl]amino]pyridine-2-carboxylate FC=1C(=C(C=CC1F)[C@H]1[C@@H](O[C@H]([C@H]1C)C(C)C)C(=O)NC1=CC(=NC=C1)C(=O)OC)OC